C(C)OC(=O)C1=NN=C(N1)CC1=C(C=CC=C1)F 5-(2-fluorobenzyl)-4H-1,2,4-triazole-3-carboxylic acid ethyl ester